3-{1-[1-(4-methoxyphenyl)piperidin-4-yl]-4-Methyl-1H-imidazo[4,5-c]pyridin-2-yl}pyrazin-2-amine COC1=CC=C(C=C1)N1CCC(CC1)N1C(=NC=2C(=NC=CC21)C)C=2C(=NC=CN2)N